5-(1-isopropyl-4-piperidinyl)-N-[(1R)-1-[3-methoxy-5-(1-methylpyrazol-4-yl)phenyl]ethyl]-2-methyl-benzamide C(C)(C)N1CCC(CC1)C=1C=CC(=C(C(=O)N[C@H](C)C2=CC(=CC(=C2)C=2C=NN(C2)C)OC)C1)C